C1(CCCCC1)OC1=CC=C(CNC(=O)C2=NC(=NO2)C2=CC(=C(C(=C2)C(F)(F)F)O)C)C=C1 N-(4-(cyclohexyloxy)benzyl)-3-(4-hydroxy-3-methyl-5-(trifluoromethyl)phenyl)-1,2,4-oxadiazole-5-carboxamide